CC=1SC=C(N1)OC1CCC(CC1)=O.[Li] lithium 2-methyl-4-((4-oxocyclohexyl)oxy)thiazole